NC=1C2=C(N=CN1)N(C=C2)[C@@H]2C=C([C@H]1OC(O[C@H]12)(C)C)C(CC1=CC=C2C=C(C(=NC2=C1)NCC1=CC=C(C=C1)OC)Br)C 7-(2-((3aS,4R,6aR)-4-(4-amino-7H-pyrrolo[2,3-d]pyrimidin-7-yl)-2,2-dimethyl-3a,6a-dihydro-4H-cyclopenta[d][1,3]dioxol-6-yl)propyl)-3-bromo-N-(4-methoxybenzyl)quinolin-2-amine